C1=CC(=CC=2SC3=C(C21)C=CC(=C3)N)N dibenzo[b,d]thiophene-3,7-Diamine